C(#N)C=1C2=C(SC1N(S(=O)(=O)C1=CC=CC3=CC=CC=C13)CC=1C=NC=CC1)CCCC2 N-(3-cyano-4,5,6,7-tetrahydrobenzo[b]thiophen-2-yl)-N-(pyridin-3-ylmethyl)naphthalene-1-sulfonamide